OC=1C=C(C#N)C=C(C1)F 3-hydroxy-5-fluorobenzonitrile